NC1CN(C1)C=1C=CC=2N=CN=C(C2N1)NC=1C=C2C=NN(C2=CC1)C1=CC=CC=C1 6-(3-Aminoazetidin-1-yl)-N-(1-phenyl-1H-indazol-5-yl)pyrido[3,2-d]pyrimidin-4-amine